(3'R)-2-bromo-6,7-dihydrospiro[pyrazolo[5,1-c][1,4]oxazine-4,3'-pyrrolidine] hydrogen chloride Cl.BrC1=NN2C(=C1)[C@@]1(CNCC1)OCC2